FC(S(=O)(=O)OC1=C(C(=CC=C1C1=C(C(=C(C=C1)C1=CCC(CC1)C1CCC(CC1)CCC)F)F)F)F)(F)F [6-[2,3-difluoro-4-[4-(4-propylcyclohexyl)cyclohex-1-enyl]phenyl]-2,3-difluorophenyl] trifluoromethanesulfonate